N-(6-methyl-5-(4,4,5,5-tetramethyl-1,3,2-dioxaborolan-2-yl)pyridin-3-yl)-2-(trifluoromethyl)isonicotinamide CC1=C(C=C(C=N1)NC(C1=CC(=NC=C1)C(F)(F)F)=O)B1OC(C(O1)(C)C)(C)C